(R)-6-(1-cyclopropyl-2-hydroxy-2-methylpropyl)-4-(4-(5-methyl-1,3,4-oxadiazol-2-yl)phenyl)-6,7-dihydro-5H-pyrrolo[3,4-b]pyridin-5-one C1(CC1)[C@H](C(C)(C)O)N1CC2=NC=CC(=C2C1=O)C1=CC=C(C=C1)C=1OC(=NN1)C